2,5-dioctyloxyterephthalaldehyde C(CCCCCCC)OC1=C(C=O)C=C(C(=C1)C=O)OCCCCCCCC